tert-butyl 4-[[5-(2,8-dimethylimidazo[1,2-b]pyridazin-6-yl)-7-fluoro-indazol-2-yl]methyl]piperidine-1-carboxylate CC=1N=C2N(N=C(C=C2C)C2=CC3=CN(N=C3C(=C2)F)CC2CCN(CC2)C(=O)OC(C)(C)C)C1